2-[2-[2-[2-[2-[2,3-bis[6-oxo-6-(3-pentyloctoxy) hexoxy] propanoyl-octyl-amino]ethoxy]ethoxy] ethoxy]ethoxy]ethyl 1-methylpiperidine-4-carboxylate CN1CCC(CC1)C(=O)OCCOCCOCCOCCOCCN(CCCCCCCC)C(C(COCCCCCC(=O)OCCC(CCCCC)CCCCC)OCCCCCC(OCCC(CCCCC)CCCCC)=O)=O